difluoromethylpiperidin FC(F)N1CCCCC1